tetrahydro-4-methyl-2-(2-methylpropenyl)-2H-pyran CC1CC(OCC1)C=C(C)C